2-(dimethoxymethyl)-1,3-difluoro-4-nitrobenzene COC(C1=C(C=CC(=C1F)[N+](=O)[O-])F)OC